5-chloro-N-(2,4-dichlorophenyl)-2-hydroxybenzamide ClC=1C=CC(=C(C(=O)NC2=C(C=C(C=C2)Cl)Cl)C1)O